N=1C=C(N2N=CC=CC21)NC(=O)C=2C=C1CNN(C1=CC2)C2CCCCC2 N-(IMIDAZO[1,2-B]PYRIDAZIN-3-YL)-1-CYCLOHEXYL-2H-INDAZOL-5-CARBOXAMID